(4-(8-chloro-6-fluoro-7-(2-fluoro-6-hydroxyphenyl)-1H-pyrazolo[4,3-c]quinolin-1-yl)piperidin-1-yl)prop-2-en-1-one ClC1=CC=2C3=C(C=NC2C(=C1C1=C(C=CC=C1O)F)F)C=NN3C3CCN(CC3)C(C=C)=O